C(C)(=O)N1C(CC(CC1(C)C)N1C(C(CC1=O)C1CCCCCCCCCCC1)=O)(C)C N-(1-Acetyl-2,2,6,6-tetramethyl-4-piperidyl)-2-cyclododecylsuccinimide